1-naphthalenyl-amine C1(=CC=CC2=CC=CC=C12)N